C1(CC1)C1=NC=NC(=C1C=1N=CC2=C(N1)N(C(=C2)C=2C(=NOC2C)C)CC2=CC=C(C=C2)C=2N(C=C(N2)C(F)(F)F)C(C)C)OC 4-(2-(4-cyclopropyl-6-methoxypyrimidin-5-yl)-7-(4-(1-isopropyl-4-(trifluoromethyl)-1H-imidazol-2-yl)benzyl)-7H-pyrrolo[2,3-d]pyrimidin-6-yl)-3,5-dimethylisoxazole